1-(Dimethylamino)-1-oxopropan-2-yl (2S)-2-[(tert-butoxycarbonyl)amino]-3-[3-(chlorosulfonyl)phenyl]propanoate C(C)(C)(C)OC(=O)N[C@H](C(=O)OC(C(=O)N(C)C)C)CC1=CC(=CC=C1)S(=O)(=O)Cl